N-((R)-1-(4-(ethylsulphonyl)phenyl)-2-hydroxyethyl)-3-fluorobenzamide C(C)S(=O)(=O)C1=CC=C(C=C1)[C@H](CO)NC(C1=CC(=CC=C1)F)=O